ClC=1C=C(C=CC1)N1N=C(C2(C1=O)N(N=CC1=CC=CC=C12)C(C=C(C)C)=O)C 1'-(3-Chlorophenyl)-3'-methyl-2-(3-methylbut-2-enoyl)-2H-spiro[phthalazine-1,4'-pyrazol]-5'(1'H)-one